C(C)(C)N([C@@H]1CC[C@@H]([C@@H](C1)NC(COCC(=O)O)=O)N1C([C@H](CC1)NC1=NC=NC2=CC=C(C=C12)C(F)(F)F)=O)C 2-(2-(((1R,2S,5R)-5-(Isopropyl(methyl)amino)-2-((S)-2-oxo-3-((6-(trifluoromethyl)quinazolin-4-yl)amino)pyrrolidin-1-yl)cyclohexyl)amino)-2-oxoethoxy)acetic acid